OC1=C(C(OC(=C1)C)=O)C(CCC(CCCC)C)=O 4-hydroxy-6-methyl-3-(4-methyloctanoyl)-2H-pyran-2-one